C(CCCCCCCC=CCCCCCCCC)(=O)N[C@@H](CCC(N)=O)C(=O)O N-(9-octadecenoyl)glutamine